5-amino-4-(3-methoxy-2-methylphenyl)-1-methyl-1H-pyrazolo[3,4-b]pyridine-6-carboxamide NC=1C(=C2C(=NC1C(=O)N)N(N=C2)C)C2=C(C(=CC=C2)OC)C